NC=1C=CC(=C(C1)S(=O)(=O)N=CN(C)C)C=1OC(=NN1)C1CC1 5-Amino-2-(5-cyclopropyl-1,3,4-oxadiazol-2-yl)-N-[(dimethylamino)methylene]-benzenesulfonamide